3-(6-chloro-2H-benzopyran-3-yl)-5-(3-methoxycarbonyl-5-nitrophenyl)-1,2,4-oxadiazole ClC=1C=CC2=C(C=C(CO2)C2=NOC(=N2)C2=CC(=CC(=C2)[N+](=O)[O-])C(=O)OC)C1